5-Amino-3-(4-(2-((3-(2-chlorophenyl)isoxazol-5-yl)amino)-2-oxoethyl)phenyl)-1-isopropyl-1H-pyrazole-4-carboxamide NC1=C(C(=NN1C(C)C)C1=CC=C(C=C1)CC(=O)NC1=CC(=NO1)C1=C(C=CC=C1)Cl)C(=O)N